C(C)(C)(C)OC(NCCNC1=NC(=NC(=C1)NC=1SC(=CN1)C1=CC=NC=C1)C)=O.P[C-]1C=CC=C1.[CH-]1C=CC=C1.[Fe+2] phosphinoferrocene tert-butyl-N-[2-[[2-methyl-6-[[5-(4-pyridyl)thiazol-2-yl]amino]pyrimidin-4-yl]amino]ethyl]carbamate